2-[5-(2-trifluoromethoxy-phenyl)-4H-[1,2,4]triazol-3-yl]-ethylamine FC(OC1=C(C=CC=C1)C=1NC(=NN1)CCN)(F)F